2,8,9-Trimethyl-2,5,8,9-tetraaza-1-phosphabicyclo[3.3.3]undecane CN1P2N(CCN(CC1)CCN2C)C